(2s,5s)-1-benzyl-5-(methoxymethyl)-2-methylpiperazine C(C1=CC=CC=C1)N1[C@H](CN[C@@H](C1)COC)C